FC(OC1=C(C=O)C=CC(=C1)C1=CN(C(C(=C1C)C)=O)C)(F)F 2-(trifluoromethoxy)-4-(1,4,5-trimethyl-6-oxo-3-pyridyl)benzaldehyde